1-[(2R)-2,3-dihydrofuran-2-yl]-5-methyl-3H-pyrimidine-2,4-dione O1[C@H](CC=C1)N1C(NC(C(=C1)C)=O)=O